di-chloro-di-phenyl-tri-chloro-ethane ClC=1C(=C(C=CC1)C(C(Cl)(Cl)Cl)C1=CC=CC=C1)Cl